[C@@H]12CC(C[C@@H](CC1)O2)NC(=S)NC(OC(C)(C)C)=O |r| tert-Butyl N-{[rac-(1S,5R)-8-oxabicyclo[3.2.1]octan-3-yl]carbamothioyl}carbamate